C[C@@H]([C@@H](C1CC1)C2=CC3=C(C=C2)OCC(N3)C4CCN(CC4)CC5=C(C=CC(=C5)C(F)(F)F)C(F)(F)F)C(=O)[O-] Sodium (2S,3S)-3-((R or S)-3-(1-(2,5-Bis(trifluoromethyl)-benzyl)piperidin-4-yl)-3,4-dihydro-2H-benzo[b][1,4]oxazin-6-yl)-3-cyclopropyl-2-methyl propanoate